C(C1=CC=CC=C1)N1C=NC2=CC=C(C=C2C1=O)C=1C=CC2=C(N=C(S2)NC(=O)NC2=CC(=CC=C2)C(F)(F)F)C1 1-(5-(3-benzyl-4-oxo-3,4-dihydroquinazolin-6-yl)benzo[d]thiazol-2-yl)-3-(3-(trifluoromethyl)phenyl)urea